NC=1C(=NN(C1C(=O)OCC)C1=CC=C(C=C1)CNC(C1=C(C=CC(=C1)F)OC)=O)C1CCN(CC1)C(=O)OC(C)(C)C tert-butyl 4-(4-amino-5-(ethoxycarbonyl)-1-(4-((5-fluoro-2-methoxybenzamido)methyl)phenyl)-1H-pyrazol-3-yl)piperidine-1-carboxylate